butyl (5-fluoro-1-((2R,5S)-2-(hydroxymethyl)-1,3-oxathiolan-5-yl)-2-oxo-1,2-dihydropyrimidin-4-yl)carbamate FC=1C(=NC(N(C1)[C@@H]1CS[C@@H](O1)CO)=O)NC(OCCCC)=O